1-((tetrahydro-2H-pyran-4-yl)methyl)pyridin-2(1H)-one O1CCC(CC1)CN1C(C=CC=C1)=O